7-[2-fluoro-4-[3-(4-methylpiperazin-1-yl)propoxy]phenoxy]-1-methyl-indazole-5-carboxamide FC1=C(OC=2C=C(C=C3C=NN(C23)C)C(=O)N)C=CC(=C1)OCCCN1CCN(CC1)C